OC=1C=C2C=C(NC2=CC1)C(=O)N1CCNCC1 4-[(5-hydroxy-2-indolyl)carbonyl]piperazine